5-[pentadeca-8,11,14-trienyl]benzene-1,3-diol C(CCCCCCC=CCC=CCC=C)C=1C=C(C=C(C1)O)O